(2-azaspiro[3.3]heptan-6-ylmethyl)-2-(trifluoromethoxy)benzoic acid methyl ester COC(C1=C(C(=CC=C1)CC1CC2(CNC2)C1)OC(F)(F)F)=O